N,N-diethyl-lysine C(C)N([C@@H](CCCCN)C(=O)O)CC